didodecyl-amine C(CCCCCCCCCCC)NCCCCCCCCCCCC